3-{2-cyano-1-[4-(7H-pyrrolo-[2,3-d]pyrimidin-4-yl)-1H-pyrazol-1-yl]ethyl}-N-2-naphthylbenzene-sulfonamide C(#N)CC(N1N=CC(=C1)C=1C2=C(N=CN1)NC=C2)C=2C=C(C=CC2)S(=O)(=O)NC2=CC1=CC=CC=C1C=C2